5-[(6-methyl-3-pyridinyl)sulfonylamino]thiazole-4-carboxylic acid CC1=CC=C(C=N1)S(=O)(=O)NC1=C(N=CS1)C(=O)O